3-methyl-6-(3-(trifluoromethyl)phenyl)-1H-pyrazolo[4,3-b]pyridine CC1=NNC=2C1=NC=C(C2)C2=CC(=CC=C2)C(F)(F)F